CC1CCC(=O)O1 4-methyl-γ-butyrolactone